ClC=1C=C(C2=C(N1)N(C=C2)C2CC2)C(=O)OC methyl 6-chloro-1-cyclopropyl-1H-pyrrolo[2,3-b]pyridine-4-carboxylate